C1CC12CN[C@H](C2)CCNC(O[C@H]2[C@H](NC[C@@H]2O)CC2=CC=C(C=C2)C2=CN=CO2)=O (2R,3S,4S)-4-hydroxy-2-(4-(oxazol-5-yl)benzyl)pyrrolidin-3-yl (2-((R)-5-azaspiro[2.4]heptan-6-yl)ethyl)carbamate